4,5-diaminonaphthol NC1=CC=C(C2=CC=CC(=C12)N)O